C(\C=C\C(=O)O)(=O)O.C(C)N(C(C1=C(C=CC(=C1)F)OC1=C(N=CN=N1)N1CC2(CN(C2)C(C(C)C)CCCN(C)CC)CC1)=O)C(C)C N-ethyl-2-((5-(2-(6-(ethyl-(methyl)amino)-2-methylhex-3-yl)-2,6-diazaspiro[3.4]oct-6-yl)-1,2,4-triazin-6-yl)oxy)-5-fluoro-N-isopropylbenzamide fumarate